1-bromo-4-(4,4-dimethylcyclohexyl)benzene BrC1=CC=C(C=C1)C1CCC(CC1)(C)C